4-((6-Chloro-1-methyl-3-(3-pyridinyl)-1H-pyrazolo[3,4-d]pyrimidin-4-yl)aminomethyl)benzenesulfonamide ethyl-2-(3-hydroxyisoxazol-5-yl)-3-methyl-butanoate C(C)OC(C(C(C)C)C1=CC(=NO1)O)=O.ClC1=NC(=C2C(=N1)N(N=C2C=2C=NC=CC2)C)NCC2=CC=C(C=C2)S(=O)(=O)N